Cl.C(\C=C(/C)\CCC=C(C)C)N(S(=O)(=O)C1=CC=C(C)C=C1)CCN N-geranyl-N-(2-aminoethyl)-p-toluenesulfonamide Hydrochloride